succinimide sodium salt [Na].C1(CCC(N1)=O)=O